O=C1CC2CNCC(C1)N2C(=O)OCC2=CC=CC=C2 benzyl 7-oxo-3,9-diazabicyclo[3.3.1]nonane-9-carboxylate